FC=1C=2N(C=C(C1)NC(=O)C=1C=CC(=C3C=CC(OC13)=O)N1CC(CC1)N(C(OC(C)(C)C)=O)C)C=C(N2)C tert-butyl N-[1-[8-[(8-fluoro-2-methyl-imidazo[1,2-a]pyridin-6-yl)carbamoyl]-2-oxo-chromen-5-yl]pyrrolidin-3-yl]-N-methyl-carbamate